N1C(=NC2=C1C=CC=C2)C2=CC(=NN2C)NC(=O)C=2C=NC(=CC2)N2CC(NCC2)CO N-[5-(1H-benzimidazol-2-yl)-1-methyl-pyrazol-3-yl]-6-[3-(hydroxy-methyl)piperazin-1-yl]pyridine-3-carboxamide